Methyl 8-{[(4-chloro-2,6-dimethylphenyl)acetyl]amino}-1,4-dioxaspiro[4.5]decane-8-carboxylate ClC1=CC(=C(C(=C1)C)CC(=O)NC1(CCC2(OCCO2)CC1)C(=O)OC)C